2-(methoxy)ethanol COCCO